(R)-6-fluoro-1-(6-hydroxypyridazin-3-yl)-4-oxo-7-(2-((pyridin-2-yloxy)methyl)pyrrolidin-1-yl)-1,4-dihydroquinoline-3-carboxylic acid FC=1C=C2C(C(=CN(C2=CC1N1[C@H](CCC1)COC1=NC=CC=C1)C=1N=NC(=CC1)O)C(=O)O)=O